O1CCN(CC1)C=1C=NC(=NC1)N[C@@H]1CN(C[C@H]1OCC1=CC=C(C=C1)C(F)(F)F)C(=O)OC(C)(C)C tert-butyl trans-3-(5-morpholinopyrimidin-2-ylamino)-4-(4-(trifluoromethyl)benzyloxy)pyrrolidine-1-carboxylate